O=S1(N(CC(N1)=O)C=1C(=C(C=CC1O)C1=C[C@@H](N(C1)C(=O)OC(C)OC(=O)C1CCCC1)CCC(C)C)F)=O 1-((cyclopentanecarbonyl)oxy)ethyl (2S)-4-(3-(1,1-dioxido-4-oxo-1,2,5-thiadiazolidin-2-yl)-2-fluoro-4-hydroxyphenyl)-2-isopentyl-2,5-dihydro-1H-pyrrole-1-carboxylate